benzyl N-[3-({[1-(2,4-dihydroxyphenyl)cyclobutyl]amino}methyl)-2-fluorophenyl]carbamate OC1=C(C=CC(=C1)O)C1(CCC1)NCC=1C(=C(C=CC1)NC(OCC1=CC=CC=C1)=O)F